1,6-bis(1,2,2,6,6-pentamethyl-4-piperidylamino)hexane CN1C(CC(CC1(C)C)NCCCCCCNC1CC(N(C(C1)(C)C)C)(C)C)(C)C